N-(1-(1,3-Dihydroxypropan-2-yl)piperidin-4-yl)-2-oxo-3-(5-(trifluoromethyl)pyridin-2-yl)-2,3-dihydro-1H-benzo[d]imidazole-5-carboxamide OCC(CO)N1CCC(CC1)NC(=O)C1=CC2=C(NC(N2C2=NC=C(C=C2)C(F)(F)F)=O)C=C1